(2R)-N-{2-benzyl-2-azaspiro[3.3]heptan-6-yl}-2-methyl-4-[6-(trifluoromethyl)quinoxalin-2-yl]piperazine-1-carboxamide C(C1=CC=CC=C1)N1CC2(C1)CC(C2)NC(=O)N2[C@@H](CN(CC2)C2=NC1=CC=C(C=C1N=C2)C(F)(F)F)C